1,3-diamino-5-(2-boronoethyl)cyclohexanecarboxylic acid dihydrochloride Cl.Cl.NC1(CC(CC(C1)CCB(O)O)N)C(=O)O